COC(=O)C=1OC2=C(C1C1CC1)C(C(CC2)=CO)=O 3-cyclopropyl-5-(hydroxymethylene)-4-oxo-4,5,6,7-tetrahydro-1-benzofuran-2-carboxylic acid methyl ester